4-[4-[4-[3-(2-Hydroxyethyl)pyrrolidin-1-yl]phenyl]-1-piperidyl]-2-(trifluoromethyl)-benzonitrile OCCC1CN(CC1)C1=CC=C(C=C1)C1CCN(CC1)C1=CC(=C(C#N)C=C1)C(F)(F)F